C1(CCCCC1)NC=1NC(/C(/N1)=C/C=1C=C2C=NC=NC2=CC1)=O (4Z)-2-(Cyclohexylamino)-4-(quinazolin-6-ylmethylene)-1H-imidazol-5-one